2-(4-chloro-phenoxy)phenylhydrazine ClC1=CC=C(OC2=C(C=CC=C2)NN)C=C1